ClC=1C=C(NC2=NC=C(C(=N2)N[C@H](CO)C2=CC=CC=C2)C=2OC(=NN2)C)C=CC1S(=O)(=O)C (2S)-2-[[2-(3-chloro-4-methylsulfonyl-anilino)-5-(5-methyl-1,3,4-oxadiazol-2-yl)pyrimidin-4-yl]amino]-2-phenyl-ethanol